C(C)(C)(C)OC(=O)N1[C@@H]2[C@@H]([C@H]([C@H]([C@H]1C(=O)OCC1=CC=CC=C1)CC2)F)CC2CC2 (1s,3s,4s,5r,6s)-6-(cyclopropylmethyl)-5-fluoro-2-azabicyclo[2.2.2]octane-2,3-dicarboxylic acid 3-benzyl ester 2-tert-butyl ester